ethyl 5-(benzyloxycarbonylamino)-5-methyl-4,6-dihydrocyclopenta[b]thiophene-2-carboxylate C(C1=CC=CC=C1)OC(=O)NC1(CC2=C(SC(=C2)C(=O)OCC)C1)C